3-methoxy-4-methyl-benzamide COC=1C=C(C(=O)N)C=CC1C